S1C2=C(C=C1)C(C1=C2SC=C1)=O 4H-cyclopenta[2,1-B:3,4-B']Dithien-4-one